C1(CCCCC1)NC(=O)C=1N=C(OC1)C1=CC=C(C=C1)NS(=O)(=O)C1=CC=C(C=C1)C N-Cyclohexyl-2-(4-(4-methylphenylsulfonamido)phenyl)oxazole-4-carboxamide